7-bromo-6-methoxy-4-methyl-2H-benzo[b][1,4]Oxazine-3(4H)-one BrC=1C(=CC2=C(OCC(N2C)=O)C1)OC